C(C)N1CCN(CC1)C=1C=CC(=NC1)NC1=NC=C(C(=N1)C1=C(C2=NC=CC(=C2S1)C(C)C)C#N)F 2-(2-((5-(4-ethylpiperazin-1-yl)pyridin-2-yl)amino)-5-fluoropyrimidin-4-yl)-7-isopropylthieno[3,2-b]pyridine-3-carbonitrile